ClC1=CC=2N(C=C1)N=CC2C2=NC(=CC=C2)C2CNCCC2 (+)-5-chloro-3-(6-(piperidin-3-yl)pyridin-2-yl)pyrazolo[1,5-a]pyridine